(S)-N-(5-isopropyl-1H-pyrazol-3-yl)-1-(1-(pyridin-3-yl)ethyl)-1H-pyrazolo[3,4-b]pyrazin-6-amine C(C)(C)C1=CC(=NN1)NC1=CN=C2C(=N1)N(N=C2)[C@@H](C)C=2C=NC=CC2